(S)-5-((((6-(2-chloro-3-(3-chloro-2-(3-fluoro-4-(((3-fluoropropyl)amino)methyl)-5-methoxyphenyl)pyridin-4-yl)phenyl)-2-methoxypyridin-3-yl)methyl)amino)methyl)pyrrolidin-2-one ClC1=C(C=CC=C1C1=C(C(=NC=C1)C1=CC(=C(C(=C1)OC)CNCCCF)F)Cl)C1=CC=C(C(=N1)OC)CNC[C@@H]1CCC(N1)=O